2,2-Difluoro-1-chloroethane FC(CCl)F